ClC1=C(C#N)C=CC(=C1)N1CC2(C[C@H]1C)CCN(CC2)C2=CC=C(C=C2)C(=O)N2CCC(CC2)CN2CC(N(CC2)C2=CC(=CC=C2)N[C@@H]2C(NC(CC2)=O)=O)=O 2-Chloro-4-((R)-8-(4-(4-((4-(3-(((S)-2,6-dioxopiperidin-3-yl)amino)phenyl)-3-oxopiperazin-1-yl)methyl)piperidine-1-carbonyl)phenyl)-3-methyl-2,8-diazaspiro[4.5]decan-2-yl)benzonitrile